CC(CCCCCCC)([NH+](C)C)C N-dimethyloctyl-dimethyl-ammonium